(R)-N-(3-(7-methyl-1H-indazol-5-yl)-1-(4-(1-methylpiperidin-4-yl)piperazin-1-yl)-1-oxopropan-2-yl)-4-(7-oxo-7,8-dihydro-2H-thiopyrano[2,3-b]pyridin-6-yl)piperidine-1-carboxamide CC=1C=C(C=C2C=NNC12)C[C@H](C(=O)N1CCN(CC1)C1CCN(CC1)C)NC(=O)N1CCC(CC1)C1=CC2=C(NC1=O)SCC=C2